tert-butyl (R)-3-((1-(3-(4-methoxyphenyl)-1,2,4-oxadiazol-5-yl)piperidine-4-carboxamido)methyl)pyrrolidine-1-carboxylate COC1=CC=C(C=C1)C1=NOC(=N1)N1CCC(CC1)C(=O)NC[C@@H]1CN(CC1)C(=O)OC(C)(C)C